(R)-2-(6-chloro-5-(2-isopropoxyphenyl)-1H-benzo[d]imidazol-2-yl)-2-(4-((cyclopropylmethyl)sulfonyl)phenyl)ethanol ClC=1C(=CC2=C(NC(=N2)[C@H](CO)C2=CC=C(C=C2)S(=O)(=O)CC2CC2)C1)C1=C(C=CC=C1)OC(C)C